BrC1=NC(=C(C(=N1)N)N)C12CC(C1)(C2)C(F)(F)F 2-bromo-6-[3-(trifluoromethyl)-1-bicyclo[1.1.1]pentanyl]pyrimidine-4,5-diamine